C(C)(C)(C)C1=C(C=CC=C1)O ortho-tertbutyl-phenol